2-cyano-3-methoxypyridine 1-oxide C(#N)C1=[N+](C=CC=C1OC)[O-]